diethyl (2-fluorophenyl)phosphonate FC1=C(C=CC=C1)P(OCC)(OCC)=O